4-chloro-5-(chloromethyl)-1-ethylpyrazole ClC=1C=NN(C1CCl)CC